6-{4-[(6-methoxypyridin-3-yl)oxy]piperidin-1-yl}-5-methyl-N-(5,6,7,8-tetrahydroquinolin-6-yl)pyridazine-3-carboxamide COC1=CC=C(C=N1)OC1CCN(CC1)C1=C(C=C(N=N1)C(=O)NC1CC=2C=CC=NC2CC1)C